FC(C1=NN=C(S1)C1=CN=C2N1C=C(C=C2N2CCN(CC2)C(C(C)C)=O)S(=O)(=O)N(CC2=CC=C(C=C2)OC)C2(CC2)CF)F 3-(5-(difluoromethyl)-1,3,4-thiadiazol-2-yl)-N-(1-(fluoromethyl)cyclopropyl)-8-(4-Isobutyrylpiperazin-1-yl)-N-(4-methoxybenzyl)imidazo[1,2-a]pyridine-6-sulfonamide